C(CCCCC(=O)[O-])(=O)[O-].[NH3+]CCCCCC[NH3+] hexamethylenediAmmonium adipate